2-Chloro-5-(5-iodo-1-((trimethylsilyl)methyl)-1H-1,2,3-triazol-4-yl)pyridine ClC1=NC=C(C=C1)C=1N=NN(C1I)C[Si](C)(C)C